3-chloro-N-(2-chloro-5-(3-chloro-5-(trifluoromethyl)pyridin-2-yl)-4-fluorobenzyl)-N-hydroxy-2,2-dimethylpropionamide ClCC(C(=O)N(O)CC1=C(C=C(C(=C1)C1=NC=C(C=C1Cl)C(F)(F)F)F)Cl)(C)C